CN1CCN(CC1)C1=CC=C(C=C1)NC(=O)C=1C(NC=CC1NC=1C=NC=CC1)=O N-(4-(4-Methylpiperazin-1-yl)phenyl)-2-oxo-4-(pyridin-3-ylamino)-1,2-dihydropyridine-3-carboxamide